dimethylaziridin CC1C(N1)C